C(C)(=O)N(C1=CC=C(C=C1)C1=CC=C(C=N1)C(=O)NCC=1C=NC=CC1)CC1CC1 6-[4-[acetyl-(cyclopropylmethyl)amino]phenyl]-N-(3-pyridylmethyl)pyridine-3-carboxamide